C(C)(C)C=1SC=C(N1)CO (2-isopropylthiazol-4-yl)methanol